CCC(CCCC)OC(CCCCCCCBr)=O 8-bromooctanoic acid hept-3-yl ester